CS(=O)(=O)C1=CC=C(C=C1)C=O (4-(methylsulfonyl)phenyl)methanone